FC1=CC(=NC=C1)C1=CC=C(C=C1)NC1=CC(=CC=C1)C1=NC2=C(N1)C=C(C=C2)C(F)(F)F N-(4-(4-fluoropyridin-2-yl)phenyl)-3-(6-(trifluoromethyl)-1H-benzo[d]imidazol-2-yl)aniline